ClC=1C(=NC=CC1)N1N=C(CC1(O)C(Cl)(Cl)Cl)CN1N=NN=C1C(F)(F)F 1-(3-chloropyridin-2-yl)-5-(trichloromethyl)-3-((5-(trifluoromethyl)-1H-tetrazol-1-yl)methyl)-4,5-dihydro-1H-pyrazol-5-ol